N-(4-((7-(azetidin-3-yloxy)-6-methoxyquinolin-4-yl)oxy)-3,5-difluorophenyl)-4-cyclopropoxypyridine-3-carboxamide N1CC(C1)OC1=C(C=C2C(=CC=NC2=C1)OC1=C(C=C(C=C1F)NC(=O)C=1C=NC=CC1OC1CC1)F)OC